C(C)(C)(C)OC(N(C)C1CC(=C(CCC1)Cl)C=O)=O.CO[Si](C)(C)OC Dimethoxydimethylsilane tert-butyl-N-(4-chloro-3-formyl-cyclohept-3-en-1-yl)-N-methyl-carbamate